C(#N)C1CN(CCC1)C=1N=C(C2=C(C=NNC2=O)N1)NC1=CC=C(CN2CCC(CC2)CC(=O)O)C=C1 2-(1-(4-((2-(3-cyanopiperidin-1-yl)-5-oxo-5,6-dihydropyrimido[4,5-d]pyridazin-4-yl)amino)benzyl)piperidin-4-yl)acetic acid